Tert-Butyl 4-(4-((2,4-Dimethoxybenzyl)Amino)-3-Iodo-1H-Pyrazolo[3,4-D]Pyrimidin-1-Yl)Piperidine-1-Carboxylate COC1=C(CNC2=C3C(=NC=N2)N(N=C3I)C3CCN(CC3)C(=O)OC(C)(C)C)C=CC(=C1)OC